CN1N=CC(=C1)C=1N=CC2=C(N1)SC(=C2)C2(CC(C2)C(F)(F)F)O 1-(2-(1-methyl-1H-pyrazol-4-yl)thieno[2,3-d]pyrimidin-6-yl)-3-(trifluoromethyl)cyclobutanol